C(C)(C)(C)OC(=O)N1CC(C(CC1)NC(=O)C12CN(CC2(C1)C(F)(F)F)C1=C2C=CC=NC2=C(C=C1)C#N)(F)F 4-(3-(8-cyanoquinolin-5-yl)-5-(trifluoromethyl)-3-azabicyclo[3.1.0]hexane-1-amido)-3,3-difluoropiperidine-1-carboxylic acid tert-butyl ester